N-(4-amino-1-tetrahydropyran-2-yl-pyrazolo[4,3-c]pyridin-7-yl)-N'-methyl-N'-[(1R)-1-[5-(trifluoromethyl)-2-pyridyl]ethyl]oxamide copper [Cu].NC1=NC=C(C2=C1C=NN2C2OCCCC2)NC(=O)C(=O)N([C@H](C)C2=NC=C(C=C2)C(F)(F)F)C